di(aziridin-1-yl)phosphinic acid (R)-6-([1,1'-biphenyl]-3-yloxy)-5-nitro-2,3-dihydro-1H-inden-1-yl ester C1(=CC(=CC=C1)OC1=C(C=C2CC[C@H](C2=C1)OP(=O)(N1CC1)N1CC1)[N+](=O)[O-])C1=CC=CC=C1